3,5-dibromo-4-chlorophenyl-pyrimidine BrC=1C=C(C=C(C1Cl)Br)C1=NC=CC=N1